NCCOCCOCCNC(C1=CC(=C(C=C1)NC1=CC=C(C=C1)C(F)(F)F)C=1N=NN(N1)C)=O N-(2-(2-(2-aminoethoxy)ethoxy)ethyl)-3-(2-methyl-2H-tetrazol-5-yl)-4-((4-(trifluoromethyl)phenyl)amino)benzamide